N1(CCCCC1)C=1C=CC(=NC1)NC1=NC(=NS1)C1=NC=CC=C1 N-(5-(piperidin-1-yl)pyridin-2-yl)-3-(pyridin-2-yl)-1,2,4-thiadiazol-5-amine